7-(2-(methylamino)-2,3-dihydro-1H-inden-5-yl)imidazo[2,1-f][1,2,4]Triazin-4(3H)-one CNC1CC2=CC=C(C=C2C1)C1=CN=C2C(NC=NN21)=O